(S)-1-(1-((5-(4-((4-((1H-imidazol-1-yl)methyl)phenyl)ethynyl)phenyl)isoxazol-3-yl)methyl)-1H-imidazol-2-yl)ethan-1-ol N1(C=NC=C1)CC1=CC=C(C=C1)C#CC1=CC=C(C=C1)C1=CC(=NO1)CN1C(=NC=C1)[C@H](C)O